OC1=C(N=C2N1C=CN=C2)C2=CC=CC=C2 hydroxyphenylimidazo[1,2-a]pyrazine